CC1=C(C(=NC2=CC=CC=C12)C1=NC2=CC=CC=C2C=C1)C dimethyl-2,2'-biquinoline